OC=1C=C(C=C(C(=O)OC)C1)C(F)(F)F methyl 5-hydroxy-3-(trifluoromethyl)benzoate